6-bromo-3-ethyl-5-methoxy-3H-imidazo[4,5-b]pyridine BrC=1C=C2C(=NC1OC)N(C=N2)CC